C(C)[Mo](C1=CC=CC=C1)CC diethylphenylmolybdenum